bis(butylamino)dimethylsilane C(CCC)N[Si](C)(C)NCCCC